4-(di-tert-butyl-(fluoro)silyl)benzoic acid C(C)(C)(C)[Si](C1=CC=C(C(=O)O)C=C1)(F)C(C)(C)C